Methyl 2-(2-(1H-1,2,4-triazol-5-yl) acetyl)-5-fluoro-3-nitrobenzoate N1N=CN=C1CC(=O)C1=C(C(=O)OC)C=C(C=C1[N+](=O)[O-])F